butyl 4-(1-(tert-butoxycarbonyl)pyrrolidin-3-yl)-2-cyano-1-(4-phenoxyphenyl)-1H-pyrrole-3-carboxylate C(C)(C)(C)OC(=O)N1CC(CC1)C=1C(=C(N(C1)C1=CC=C(C=C1)OC1=CC=CC=C1)C#N)C(=O)OCCCC